C[C@H](CC[C@@H](C(C)C(=O)[O-])O)[C@H]1CC[C@@H]2[C@@]1([C@H](C[C@H]3[C@H]2[C@@H](C[C@H]4[C@@]3(CC[C@H](C4)O)C)O)O)C The molecule is 3alpha,7alpha,12alpha,24-tetrahydroxy-5beta-cholestan-26-oate with S configuration at C-24; major microspecies at pH 7.3. It is a conjugate base of a (24S)-3alpha,7alpha,12alpha,24-tetrahydroxy-5beta-cholestan-26-oic acid.